3-chloro-7-ethyl-7,8-dihydropyrido[3,2-c]pyridazin-6(5H)-one ClC1=CC2=C(N=N1)CC(C(N2)=O)CC